4-((6-chloropyridin-2-yl)oxy)benzoic acid methyl ester COC(C1=CC=C(C=C1)OC1=NC(=CC=C1)Cl)=O